(E)-1-(4-aminophenyl)-3-(3,4,5-trimethoxyphenyl)-2-propen-1-one NC1=CC=C(C=C1)C(\C=C\C1=CC(=C(C(=C1)OC)OC)OC)=O